2'-(((1-(4-fluorobenzyl)-1H-pyrazol-4-yl)methyl)amino)-4',5',8'-trimethyl-5',8'-dihydro-6'H-spiro[cyclopropane-1,7'-pteridine]-6'-one FC1=CC=C(CN2N=CC(=C2)CNC2=NC=3N(C4(C(N(C3C(=N2)C)C)=O)CC4)C)C=C1